N-(((2R,4R)-4-hydroxypyrrolidin-2-yl)methyl)-4-(1H-pyrrolo[2,3-b]pyridin-4-yl)-3,4-dihydro-2H-1,4-thiazine-6-carboxamide hydrochloride Cl.O[C@@H]1C[C@@H](NC1)CNC(=O)C1=CN(CCS1)C1=C2C(=NC=C1)NC=C2